CN(CCOC=1C=CC(=C(C(=O)NC2(CC2)C2=CC(=CC=C2)OC2=CC=CC=C2)C1)C)C 5-(2-(Dimethylamino)ethoxy)-2-methyl-N-(1-(3-phenoxyphenyl)cyclopropyl)benzamide